Cl.NCC1=NC=C(C=N1)C1=CC=C(C(=N1)OC)NC(=O)C=1C(=NOC1NCCCCl)C1=CC=C(C=C1)F N-[6-[2-(aminomethyl)pyrimidin-5-yl]-2-methoxy-3-pyridyl]-5-(3-chloropropylamino)-3-(4-fluorophenyl)isoxazole-4-carboxamide hydrochloride